3,5-dimethyltetradecanoic acid CC(CC(=O)O)CC(CCCCCCCCC)C